Neopentyl 2-(2-(2-(4-acetamidophenyl)-2H-tetrazol-5-yl)-3-(trifluoromethyl)phenyl)propane-2-sulfonate C(C)(=O)NC1=CC=C(C=C1)N1N=C(N=N1)C1=C(C=CC=C1C(F)(F)F)C(C)(C)S(=O)(=O)OCC(C)(C)C